FC(C(=O)[O-])(F)F.C1(=CC=CC=C1)P(=O)(C1=CC=CC=C1)OC1=CC=C2C=C(C(OC2=C1)=O)C(=O)[NH+]1CCNCC1 (7-((diphenylphosphoryl)oxy)-2-oxo-2H-chromene-3-carbonyl)piperazin-1-ium 2,2,2-trifluoroacetate